2-(4-bromo-1-(methyl-d)-1H-pyrazol-3-yl)-5-fluoropyridine BrC=1C(=NN(C1)C[2H])C1=NC=C(C=C1)F